BrC=1C=C(C(=NC1)NC1=C(C=CC(=C1)F)Cl)C1=C(C(=O)N)C=C(C=C1F)C(F)(F)F (5-bromo-2-((2-chloro-5-fluorophenyl)amino)pyridin-3-yl)-3-fluoro-5-(trifluoromethyl)benzamide